((S)-2-(2-Chloro-3-fluorophenyl)-3-azabicyclo[3.1.1]heptan-3-yl)-N-((R,E)-4-(methylsulfonyl)but-3-en-2-yl)pyrazine-2-carboxamide ClC1=C(C=CC=C1F)[C@@H]1C2CC(CN1C=1C(=NC=CN1)C(=O)N[C@H](C)\C=C\S(=O)(=O)C)C2